4-(3-(4-(Chloromethyl)phenyl)-5-(5-fluoropyridin-2-yl)-3H-imidazo[4,5-b]pyridin-2-yl)isoxazol-3-amine ClCC1=CC=C(C=C1)N1C(=NC=2C1=NC(=CC2)C2=NC=C(C=C2)F)C=2C(=NOC2)N